spiro[indoline-2,2'-thiophene]-3-one S1C2(CC=C1)NC1=CC=CC=C1C2=O